N-(1-((1s,3s)-3-ethoxycyclobutyl)-3-(6-fluoropyridin-2-yl)-1H-pyrazol-4-yl)-5-(1H-pyrazol-4-yl)furan-2-carboxamide C(C)OC1CC(C1)N1N=C(C(=C1)NC(=O)C=1OC(=CC1)C=1C=NNC1)C1=NC(=CC=C1)F